CC1(CN(C2=CC=CC=C21)C)C 3-Trimethylindoline